BrC1=C(C=C2C=C(N=CC2=C1Cl)NC(=O)[C@H]1[C@@H](C1)C#N)C=1C=NC=CC1C trans-N-[7-bromo-8-chloro-6-(4-methyl-3-pyridinyl)-3-isoquinolinyl]-2-cyano-cyclopropanecarboxamide